ON=C(C1=CC=CC=C1)Cl N-hydroxybenzene-1-carboimidoyl chloride